tert-butyl (R)-(1-(4-bromophenyl)ethyl)(methyl)carbamate BrC1=CC=C(C=C1)[C@@H](C)N(C(OC(C)(C)C)=O)C